FC=1C(=NC=CC1)/C=C/S(=O)(C1=NC=C(C=C1)OCCCN1CCOCC1)=N (E)-(2-(3-fluoropyridin-2-yl)vinyl)(imino)(5-(3-morpholinopropoxy)pyridin-2-yl)-λ6-sulfanone